The molecule is an L-lysine derivative that is L-lysine in which one of the hydrogens attached to N(6) is substituted by an acetimidoyl group It is a L-lysine derivative and a non-proteinogenic L-alpha-amino acid. It is a conjugate acid of a N(6)-acetimidoyl-L-lysinium(2+). CC(=NCCCC[C@@H](C(=O)O)N)N